(R)-3-amino-1-(2-((6-amino-9H-purin-9-yl)methyl)-3-ethyl-5-(1-methyl-1H-pyrazol-4-yl)phenyl)-N-cyclopropylpyrrolidine-3-carboxamide N[C@]1(CN(CC1)C1=C(C(=CC(=C1)C=1C=NN(C1)C)CC)CN1C2=NC=NC(=C2N=C1)N)C(=O)NC1CC1